C(C1=CC=CC=C1)[C@@H]1COCCN1C1=CC2=C(C=N1)C(=NN2C)C=2C(=C(C(=C(C2)C(F)(F)F)F)O)F (R)-3-(6-(3-benzylmorpholino)-1-methyl-1H-pyrazolo[4,3-c]pyridin-3-yl)-2,6-difluoro-5-(trifluoromethyl)phenol